C(C)(C)(C)C=1C=C(C=C(C1O)C(C)(C)C)SC1=CC(=C(C(=C1)C(C)(C)C)O)C(C)(C)C bis(3,5-di-t-butyl-4-hydroxyphenyl) sulfide